benzyl 4-(4-chlorophenyl)-6-methyl-2-thioxo-1,2,3,4-tetrahydropyrimidine-5-carboxylate ClC1=CC=C(C=C1)C1NC(NC(=C1C(=O)OCC1=CC=CC=C1)C)=S